C(C)(=O)NC=1N=C2N(N=C(C=C2)C=2C=CC(=C(C(=O)NCC3=C(C=CC(=C3)OC(F)(F)F)F)C2)C)C1 5-{2-acetamidoimidazo[1,2-b]pyridazin-6-yl}-N-{[2-fluoro-5-(trifluoromethoxy)phenyl]methyl}-2-methylbenzamide